N-(3-methanesulfonamidophenyl)-4-[5-(piperazin-1-yl)pyridin-2-yl]thiophene-2-carboxamide CS(=O)(=O)NC=1C=C(C=CC1)NC(=O)C=1SC=C(C1)C1=NC=C(C=C1)N1CCNCC1